(3R)-3-{[5-(2-chloro-5-nitrophenyl)-1-trityl-1H-indazol-3-yl]carbamoyl}piperidine-1-carboxylic acid tert-butyl ester C(C)(C)(C)OC(=O)N1C[C@@H](CCC1)C(NC1=NN(C2=CC=C(C=C12)C1=C(C=CC(=C1)[N+](=O)[O-])Cl)C(C1=CC=CC=C1)(C1=CC=CC=C1)C1=CC=CC=C1)=O